2-(2,6-Dicyclopropylpyridin-3-yl)-2-((R)-3-(4-(5,6,7,8-tetrahydro-1,8-naphthyridin-2-yl)butoxy)pyrrolidin-1-yl)acetic acid C1(CC1)C1=NC(=CC=C1C(C(=O)O)N1C[C@@H](CC1)OCCCCC1=NC=2NCCCC2C=C1)C1CC1